O=C1C2=C(C3=C1C=NC1=CC=C(C=C31)NC3=C(C(=O)O)C=CN=C3)C=NC(=N2)C(F)(F)F ((7-oxo-9-(trifluoromethyl)-7H-pyrimido[5',4':3,4]cyclopenta[1,2-c]quinolin-2-yl)amino)isonicotinic acid